1,1',1'',1''',1'''',1'''''-((nitrilotris(ethane-2,1-diyl))tris(1,3,5-triazinane-5,1,3-triyl))hexakis(propan-2-ol) N(CCN1CN(CN(C1)CC(C)O)CC(C)O)(CCN1CN(CN(C1)CC(C)O)CC(C)O)CCN1CN(CN(C1)CC(C)O)CC(C)O